C(C)(=O)N1[C@H](CC(C1)C1=CC(=C(C=C1)OC(F)F)O)C(=O)NCC1=CC=CC(=N1)C(=O)N(C)C1CCC(CC1)(F)F 6-(((2R)-1-acetyl-4-(4-(difluoromethoxy)-3-hydroxyphenyl)pyrrolidine-2-carboxamido)methyl)-N-(4,4-difluorocyclohexyl)-N-methylpyridinamide